4-[(1S)-1-[[4-[6-(cyclohexylmethoxy)-3-pyridinyl]tetrahydropyran-4-carbonyl]amino]ethyl]benzoic acid C1(CCCCC1)COC1=CC=C(C=N1)C1(CCOCC1)C(=O)N[C@@H](C)C1=CC=C(C(=O)O)C=C1